ClC1=C(C=CC=C1)C=1N=C(NC1C)CC1=C(C=C(C=C1)Cl)Cl 4-(2-Chlorophenyl)-2-(2,4-dichlorobenzyl)-5-methylimidazole